6-(2-chloro-3-fluoro-4-nitrophenoxy)-2-methyl-2H-indazole ClC1=C(OC=2C=CC3=CN(N=C3C2)C)C=CC(=C1F)[N+](=O)[O-]